3-(2-Thiazolyl)indole S1C(=NC=C1)C1=CNC2=CC=CC=C12